3-ethoxy-5-ethylthio-4-methoxy-phenethylamine C(C)OC=1C=C(CCN)C=C(C1OC)SCC